(5R,6S,7S)-3a-(4-fluoro-3-((benzo[b]thiophen-2-yl)methyl)phenyl)-5-(hydroxymethyl)-2-butyl-5,6,7,7a-tetrahydro-3aH-pyrano[2,3-d]oxazole-6,7-diol FC1=C(C=C(C=C1)C12N=C(OC1[C@H]([C@@H]([C@H](O2)CO)O)O)CCCC)CC2=CC1=C(S2)C=CC=C1